NC(CNC1=NC(=NC(=N1)NCCC[Si](OCC)(OCC)OCC)NCC(CCCC)N)CCCC bis(2-aminohexyl)-6-(3-triethoxysilylpropyl)amino-1,3,5-triazine-2,4-diamine